4,5-dibromo-N1,N1,N2,N2-Tetra-pentylbenzene-1,2-diamine BrC=1C=C(C(=CC1Br)N(CCCCC)CCCCC)N(CCCCC)CCCCC